N1C(NC=C2SC3=C(N=C21)C=CC=C3)=O 1H-pyrimido(5,4-b)(1,4)benzothiazin-2(3H)-one